NC1=NC(=C(C(=N1)O)CCO)C 2-amino-5-(2-hydroxyethyl)-6-methylpyrimidin-4-ol